C(C)(C)C1=CC=C(C=C1)C1=CC(=NC=C1)CC1CCCC12CCNCC2 ((4-(4-isopropylphenyl)pyridin-2-yl)methyl)-8-azaspiro[4.5]decane